NC=1N=C(SC1C(C1=CC=CC=C1)=O)N(C1=CC=C(C=C1)OC(C)C)[C@@H](C(=O)N)C |r| rac-2-(N-(4-Amino-5-benzoylthiazol-2-yl)-4-isopropoxy-anilino)propanamid